Cl.Cl.FC1=C(C=CC(=C1)[C@@H]1CNCC1)C=1N=C2SC3=C(N2C1)C=CC(=C3)C(=O)NCCCN3CCC(CC3)F (R)-2-(2-fluoro-4-(pyrrolidin-3-yl)phenyl)-N-(3-(4-fluoropiperidin-1-yl)propyl)benzo[d]imidazo[2,1-b]thiazole-7-carboxamide dihydrochloride